2-(3-oxo-6-(perfluorophenyl)-2,3-dihydro-4H-benzo[b][1,4]oxazin-4-yl)propanoate O=C1N(C2=C(OC1)C=CC(=C2)C2=C(C(=C(C(=C2F)F)F)F)F)C(C(=O)[O-])C